1-(3-amino-1-(1,2,3,4-tetrahydroquinoline-4-carbonyl)-4,5-dihydro-1H-pyrazolo[3,4-c]pyridin-6(7H)-yl)-2-methylpropan-1-one NC1=NN(C=2CN(CCC21)C(C(C)C)=O)C(=O)C2CCNC1=CC=CC=C21